5-[3-[(3R,9aS)-3-(3-chloro-4-fluoro-phenyl)-3,4,6,7,9,9a-hexahydro-1H-pyrazino[2,1-c][1,4]oxazine-8-carbonyl]-2-chloro-phenyl]-1H-pyridazin-4-one ClC=1C=C(C=CC1F)[C@@H]1CN2[C@H](CO1)CN(CC2)C(=O)C=2C(=C(C=CC2)C=2C(C=NNC2)=O)Cl